FC1=CC=C(OC2=CC=C(CC=3N=C(OC3C)C3=CC=C(C=C3)O)C=C2)C=C1 4-(4-(4-(4-fluorophenoxy)benzyl)-5-methyloxazol-2-yl)phenol